ClC1=CC(=C2C(=N1)N(C=N2)COCC[Si](C)(C)C)C=O 5-chloro-3-((2-(trimethylsilyl)ethoxy)methyl)-3H-imidazo[4,5-b]pyridine-7-carbaldehyde